N-((R)-1-(3-amino-5-(trifluoromethyl)phenyl)ethyl)-2,7,9-trimethyl-8,9-dihydro-7H-[1,4]dioxepino[2,3-g]quinazolin-4-amine NC=1C=C(C=C(C1)C(F)(F)F)[C@@H](C)NC1=NC(=NC2=CC3=C(C=C12)OC(CC(O3)C)C)C